C[C@@H]1[C@@H](CCCC1)OCCNS(=O)(=O)C1=CC=C(C=C1)OC(F)(F)F N-(2-(((1R,2S)-2-methylcyclohexyl)oxy)ethyl)-4-(trifluoromethoxy)benzenesulfonamide